(4-fluorophenyl)sulfamic acid sodium salt [Na+].FC1=CC=C(C=C1)NS([O-])(=O)=O